(9H-fluoren-9-yl)methyl (17-ethyl-1-((7-nitrobenzo[c][1,2,5]oxadiazol-4-yl)amino)-16-oxo-3,6,9,12-tetraoxa-15-azanonadecan-17-yl)carbamate C(C)C(C(NCCOCCOCCOCCOCCNC1=CC=C(C2=NON=C21)[N+](=O)[O-])=O)(CC)NC(OCC2C1=CC=CC=C1C=1C=CC=CC21)=O